[2-(7-Fluoro-2,4-dimethyl-indol-1-yl)-ethyl]-{6-[4-(5-methylamino-[1,3,4]thiadiazol-2-yl)-phenyl]-pyrimidin-4-yl}amine FC=1C=CC(=C2C=C(N(C12)CCNC1=NC=NC(=C1)C1=CC=C(C=C1)C=1SC(=NN1)NC)C)C